methyl 3-(9-((4-(((tert-butoxycarbonyl)amino)methyl)-2,6-dimethylphenyl)carbamoyl)-4,5-dihydrobenzo[b]thieno[2,3-d]oxepin-8-yl)-6-(propylcarbamoyl)picolinate C(C)(C)(C)OC(=O)NCC1=CC(=C(C(=C1)C)NC(=O)C1=CC2=C(OCCC3=C2SC=C3)C=C1C=1C(=NC(=CC1)C(NCCC)=O)C(=O)OC)C